C(C)(C)(C)OC(NC1=C(C(=CC=C1)C1=NC=C(C=N1)F)OC([2H])([2H])[2H])=O (3-(5-Fluoropyrimidin-2-yl)-2-(methoxy-d3)phenyl)carbamic acid tert-butyl ester